4-acetyl-2(3H)-benzoxazolone C(C)(=O)C1=CC=CC2=C1NC(O2)=O